(S)-6-(2-methylallyl)-3-phenyl-1-tosyl-1,4,5,6-tetrahydropyridazine CC(C[C@@H]1CCC(=NN1S(=O)(=O)C1=CC=C(C)C=C1)C1=CC=CC=C1)=C